(Z)-1-(3-((3-(chloromethyl)-1H-isochromene-1-ylidene)amino)-4-isopropoxyphenyl)ethan-1-one ClCC=1O\C(\C2=CC=CC=C2C1)=N/C=1C=C(C=CC1OC(C)C)C(C)=O